BrC=1C(=C(C=CC1)C=1NC2=NC=NC(=C2N1)Cl)Cl 8-(3-bromo-2-chlorophenyl)-6-chloro-9H-purine